C(C1=CC=CC=C1)OC(=O)N[C@H]1CN(C[C@@H]([C@H]1OC)F)C(=O)OC(C)(C)C tert-butyl (3S,4S,5S)-3-(((benzyloxy)carbonyl)amino)-5-fluoro-4-methoxypiperidine-1-carboxylate